3-fluoro-2-hydroxyphenyl-boronic acid FC=1C(=C(C=CC1)B(O)O)O